1-(6-(4-((4-(1H-pyrazol-4-yl)phenyl)amino)pyrimidin-2-yl)-1H-indole-2-carbonyl)piperidine-4-carbonitrile N1N=CC(=C1)C1=CC=C(C=C1)NC1=NC(=NC=C1)C1=CC=C2C=C(NC2=C1)C(=O)N1CCC(CC1)C#N